DIPHENYL-PYRAZINE sodium [Na].C1(=CC=CC=C1)C=1C(=NC=CN1)C1=CC=CC=C1